C1(=CC=CC=C1)N(C=N)C1=CC=CC=C1 N,N-diphenyl-formamidine